5-((2-methoxy-5-((trimethyl-silyl)ethynyl)pyridin-4-yl)oxy)pyrimidine-2,4-diamine COC1=NC=C(C(=C1)OC=1C(=NC(=NC1)N)N)C#C[Si](C)(C)C